N-(2-(4-morpholinyl)ethyl)-2-(3-cyano-4-isobutoxyphenyl)-4-methylthiazole-5-carboxamide hydrochloride Cl.N1(CCOCC1)CCNC(=O)C1=C(N=C(S1)C1=CC(=C(C=C1)OCC(C)C)C#N)C